C(C)(C)(C)OC(=O)N[C@H](C(=O)N1[C@@H](C[C@H](C1)OC1=NC2=CC(=CC=C2N=C1Cl)OC)C(=O)OC)CCCCCC=C Methyl (2S,4R)-1-((S)-2-((tert-butoxycarbonyl)amino)non-8-enoyl)-4-((3-chloro-7-methoxyquinoxalin-2-yl)oxy)pyrrolidine-2-carboxylate